N-((1R,2S)-2-(3,4-difluorophenyl)cyclopropyl)-9-pentyl-2-(propylsulfanyl)-9H-purin-6-amine FC=1C=C(C=CC1F)[C@H]1[C@@H](C1)NC1=C2N=CN(C2=NC(=N1)SCCC)CCCCC